C(C1=CC=CC=C1)NS(=O)(=O)C1=CC(=CC=C1)C=1N=C2C(=NC=NC2=CC1)N1CCCC1 (benzyl){m-[4-(1-pyrrolidinyl)-1,3,5-triaza-6-naphthyl]phenylsulfonyl}amine